C(ON1C(CCC1=O)=O)(ON1C(CCC1=O)=O)=O di-(N,N'-succinimidyl) carbonate